F[C@@H]1[C@@H](C1)C(=O)NC=1N=C2N(C=C(C=C2)C2=C(C(=CC=C2)F)CNC(C)C)C1 (1S,2S)-2-fluoro-N-(6-(3-fluoro-2-((isopropylamino)methyl)phenyl)imidazo[1,2-a]pyridin-2-yl)cyclopropanecarboxamide